C1(=CC=CC=C1)C=C(C(=O)O)S 3-phenyl-2-sulfanylprop-2-enoic acid